N-(4-((3-(2-aminopyrimidin-4-yl)-4-hydroxyphenyl)amino)-2-fluorophenyl)-4-ethoxy-1-(4-fluorophenyl)-2-Oxo-1,2-dihydropyridine-3-carboxamide NC1=NC=CC(=N1)C=1C=C(C=CC1O)NC1=CC(=C(C=C1)NC(=O)C=1C(N(C=CC1OCC)C1=CC=C(C=C1)F)=O)F